Tetrahydro-pyran-4-carboxylic acid (8-{6-methoxy-5-[2-(1-methyl-piperidin-4-yl)-acetylamino]-pyridin-2-yl}-2,3-dihydro-benzo[1,4]dioxin-2-ylmethyl)-amide COC1=C(C=CC(=N1)C1=CC=CC2=C1OC(CO2)CNC(=O)C2CCOCC2)NC(CC2CCN(CC2)C)=O